[Na+].O=C1N(C(CC1)=O)OC(CCCCCN(C=1C=C2[O+]=C3C=C(CC(C3=CC2=CC1)(C)C)NCCCS(=O)(=O)[O-])CCCS(=O)(=O)[O-])=O 3-[[6-[[6-(2,5-dioxopyrrolidine-1-yl)oxy-6-oxo-hexyl]-(3-sulfonatopropyl)amino]-1,1-dimethyl-2H-xanthene-10-ium-3-yl]amino]propane-1-sulfonate sodium salt